C(C)(C)(C)OC(=O)N[C@H]1CCCCC[C@@H]2N(C1=O)[C@@H](CC2)C(=O)OC methyl (3S,6S,11aS)-6-((tert-butoxycarbonyl)amino)-5-oxodecahydro-1H-pyrrolo[1,2-a]azonine-3-carboxylate